N-[(3S)-3-Aminopyrrolidin-1-yl]sulfonyl-6-(3-fluorophenyl)-2-[(4S)-2,2,4-trimethylpyrrolidin-1-yl]pyridin-3-carboxamid N[C@@H]1CN(CC1)S(=O)(=O)NC(=O)C=1C(=NC(=CC1)C1=CC(=CC=C1)F)N1C(C[C@@H](C1)C)(C)C